2,2,2-Trifluoroethyl 2-oxo-2-[rac-(2R,5S)-2-(2-isopropylindazol-6-yl)-5-methyl-1-piperidyl]acetate 2,2,2-Trifluoroethyl-2-chloro-2-oxo-acetate FC(COC(C(=O)Cl)=O)(F)F.O=C(C(=O)OCC(F)(F)F)N1[C@H](CC[C@@H](C1)C)C=1C=CC2=CN(N=C2C1)C(C)C |r|